C(C)N1C(NN=C1OC)=O 4-ethyl-5-methoxy-2,4-dihydro-3H-1,2,4-triazol-3-one